N(=[N+]=[N-])CC=1C=C(C(=C2C(=NN(C12)C1OCCCC1)N1C(C2=CC=CC=C2C1=O)=O)OC1=C(C=CC(=C1)F)Cl)NC(C1=CC(=CC(=C1)C(F)(F)F)F)=O N-(7-(azidomethyl)-4-(2-chloro-5-fluorophenoxy)-3-(1,3-dioxoisoindolin-2-yl)-1-(tetrahydro-2H-pyran-2-yl)-1H-indazol-5-yl)-3-fluoro-5-(trifluoromethyl)benzamide